α-methyl-D-arginine C[C@@](N)(CCCNC(N)=N)C(=O)O